3,5-di-tert-butyl-catechol C(C)(C)(C)C1=C(C(O)=CC(=C1)C(C)(C)C)O